Cl.N1CC(C1)=CC#N 2-(3-Azetidinylidene)acetonitrile HCl salt